tert-butyl (S)-2-(5-(4-ethynylphenyl)-1H-imidazol-2-yl)pyrrolidine-1-carboxylate C(#C)C1=CC=C(C=C1)C1=CN=C(N1)[C@H]1N(CCC1)C(=O)OC(C)(C)C